(2R,3R,4R,5S)-2-methyl-1-phenethyl-piperidine-3,4,5-triol C[C@H]1N(C[C@@H]([C@H]([C@@H]1O)O)O)CCC1=CC=CC=C1